2-((4-chloro-2-fluorophenyl)amino)-N-(6-fluoro-4-morpholinopyridin-3-yl)pyrimidine-4-carboxamide ClC1=CC(=C(C=C1)NC1=NC=CC(=N1)C(=O)NC=1C=NC(=CC1N1CCOCC1)F)F